4-bromo-5-methyl-2-(trifluoromethyl)thiazole BrC=1N=C(SC1C)C(F)(F)F